((S)-1-benzyl-1,3-dimethyl-butyl)-8-fluoro-quinoline-3-carboxamide C(C1=CC=CC=C1)[C@@](CC(C)C)(C)C1=NC2=C(C=CC=C2C=C1C(=O)N)F